ClC=1C=C2C(=CC(=NC2=CC1)C(F)(F)F)N[C@@H]1C[C@@H](CCC1)NC(=O)C1=C(NC=C1)CC N-[(1R,3S)-3-{[6-chloro-2-(trifluoromethyl)quinolin-4-yl]amino}cyclohexyl]-2-ethyl-1H-pyrrole-3-carboxamide